O1C(OCC1)C1=CC(=CC2=C1N(C=N2)COCC[Si](C)(C)C)C(=O)O 7-(1,3-dioxolan-2-yl)-1-((2-(trimethylsilyl)ethoxy)methyl)-1H-benzo[d]imidazole-5-carboxylic acid